NC1=C(C=C(C=N1)C1=CC=C(C=C1)N1C[C@H](CC1)N(S(=O)(=O)C)C)Cl (S)-N-(1-(4-(6-amino-5-chloropyridin-3-yl)phenyl)pyrrolidin-3-yl)-N-methylmethanesulfonamide